N[C@@H]1CN(CC1)C(=O)C=1C=CC(=C(C1)C1=CC(=C(C#N)C=C1)F)C1=CC2=C(N(N=N2)C)C=C1F 4-[5-[(3S)-3-aminopyrrolidine-1-carbonyl]-2-(6-fluoro-1-methyl-benzotriazol-5-yl)phenyl]-2-fluoro-benzonitrile